C(CCC)OCOCCO 2-(butoxymethoxy)ethan-1-ol